3-methyl-2-{[trans-4-({2-[(4-chlorophenyl)methyl]pyrimidin-4-yl}oxy)cyclohexyl]methyl}-3H-imidazo[4,5-b]pyridine-5-carboxylic Acid CN1C(=NC=2C1=NC(=CC2)C(=O)O)C[C@@H]2CC[C@H](CC2)OC2=NC(=NC=C2)CC2=CC=C(C=C2)Cl